7-bromo-5-chloro-9-methylimidazo[1,2-c]quinazoline BrC1=CC(=CC=2C=3N(C(=NC12)Cl)C=CN3)C